COC1=CC=C(C=C1)C1=NC(=CC(=C1)NCCCN)C1=CC=C(C=C1)N1CCNCC1 N1-(2-(4-methoxyphenyl)-6-(4-(piperazin-1-yl)phenyl)pyridin-4-yl)propane-1,3-diamine